NC1CN(C1)C(COC1=C(C=C(C=C1)Cl)Cl)=O 1-(3-azanylazetidin-1-yl)-2-[2,4-bis(chloranyl)phenoxy]ethanone